BrCCCCCC\C=C/CCCCCCCC (9Z)-16-bromohexadecane-9-ene